1-[(2R,3R,4S,5R)-5-[({[bis(4-methoxyphenyl)]phenylmethyl}oxy)methyl]-3-hydroxy-4-(prop-2-ynyloxy)tetrahydro-2-furyl]-1,2,3,4-tetrahydropyrimidine-2,4-dione COC1=CC=C(C=C1)C(OC[C@@H]1[C@H]([C@H]([C@@H](O1)N1C(NC(C=C1)=O)=O)O)OCC#C)(C1=CC=CC=C1)C1=CC=C(C=C1)OC